4-chloro-2-(difluoromethyl)-6-vinylpyridine ClC1=CC(=NC(=C1)C=C)C(F)F